CC1COC2=C(C(N1C1=C(C=C(C=C1)C1=NC3=CC=C(C=C3C=N1)C(F)(F)F)C)=O)N(N=C2)C2OCCCC2 6-methyl-7-(2-methyl-4-(6-(trifluoromethyl)-quinazolin-2-yl)phenyl)-1-(tetrahydro-2H-pyran-2-yl)-6,7-dihydro-1H-pyrazolo[3,4-f][1,4]oxazepin-8(5H)-one